CC1(C=O)C(C=C(C(=C1)C)C)C 1,2,4,5-tetramethylbenzaldehyde